5-nitro-1,3-dioxoisoindolin-2-yl acetate C(C)(=O)ON1C(C2=CC=C(C=C2C1=O)[N+](=O)[O-])=O